ClC1=C(C=C2C(=NNC2=C1)CCC(=O)O)C1=CC=C(C=C1)C1=C(C=C(C=C1)COC)O 3-(6-chloro-5-(2'-hydroxy-4'-(methoxymethyl)-[1,1'-biphenyl]-4-yl)-1H-indazol-3-yl)propanoic acid